C(C)(C)(C)OC(=O)N1CC=2N(C[C@@H]1C)N=CC2N2S(CCC2C)(=O)=O (6S)-6-methyl-3-(3-methyl-1,1-dioxo-1,2-thiazolidin-2-yl)-6,7-dihydro-4H-pyrazolo[1,5-a]Pyrazine-5-carboxylic acid tert-butyl ester